4-[3-[2,6-Dichloro-4-[1-(Oxacyclohexan-2-yl)pyrazol-4-yl]benzoyl]-2,4-dihydro-1,3-benzoxazin-8-yl]-5-fluoro-2-morpholin-4-ylbenzoic acid methyl ester COC(C1=C(C=C(C(=C1)F)C1=CC=CC=2CN(COC21)C(C2=C(C=C(C=C2Cl)C=2C=NN(C2)C2OCCCC2)Cl)=O)N2CCOCC2)=O